OC(C(=O)OCCCCCCOCC1=CC=CC=C1)CC(=O)OCCCCCCOCC1=CC=CC=C1 Bis(6-(benzyloxy)hexyl) 2-hydroxysuccinate